[I-].C[N+]1=CC=C(C=C1)C 1,4-dimethyl-pyridinium iodide